S=CC1=CC(OC)=C(S)C=C1 dithiovanillin